ClC1=CC=C(C=C1)C1=NN(CC1C1=CC=CC=C1)C1=NN(C(N1C)=O)CC1=CC=C(C=C1)OC 3-[3-(4-chlorophenyl)-4-phenyl-4,5-dihydro-1H-pyrazol-1-yl]-1-[(4-methoxyphenyl)methyl]-4-methyl-4,5-dihydro-1H-1,2,4-triazol-5-one